ClC1=C(C=CC(=C1F)NC=1C2=C(N=CN1)C=CC(=N2)O[C@@H]2CNCC2)C2(CC2)C#N 1-[2-Chloro-3-fluoro-4-[[6-[(3S)-pyrrolidin-3-yl]oxypyrido[3,2-d]pyrimidin-4-yl]amino]phenyl]cyclopropanecarbonitrile